bromo-7-hydroxyquinoline BrC1=NC2=CC(=CC=C2C=C1)O